(6-bromo-3-cyano-4-hydroxypyrazolo[1,5-a]pyridin-2-yl)carbamic acid tert-butyl ester C(C)(C)(C)OC(NC1=NN2C(C(=CC(=C2)Br)O)=C1C#N)=O